3-[(2-oxopyrrolidin-1-yl)methyl]benzoic acid O=C1N(CCC1)CC=1C=C(C(=O)O)C=CC1